FC(CC=C)(F)C1=NN=C(S1)N (1,1-difluorobut-3-en-1-yl)-1,3,4-thiadiazol-2-amine